O=C1NC=CC(=C1)C(=O)OCC ethyl 2-oxo-1,2-dihydropyridine-4-carboxylate